5-[4-(2-fluorobenzoyl)aminophenyl]-1H-naphtho[1,2-b][1,4]diazepine-2,4(3H,5h)-dione FC1=C(C(=O)NC2=CC=C(C=C2)N2C3=C(NC(CC2=O)=O)C2=CC=CC=C2C=C3)C=CC=C1